BrC=1C=C(C=C2C=NN(C12)C)C1=NN=CN1CC 7-bromo-5-(4-ethyl-1,2,4-triazol-3-yl)-1-methyl-indazole